Methyl (3R,4S)-4-(((R)-1-phenylethyl)amino)tetrahydrofuran-3-carboxylate C1(=CC=CC=C1)[C@@H](C)N[C@H]1[C@H](COC1)C(=O)OC